1-(8-bromo-1,5-naphthyridin-2-yl)-7-((2-methylallyl)oxy)-3-((2-(trimethylsilyl)ethoxy)methyl)-1,3-dihydro-2H-imidazo[4,5-b]pyridin-2-one BrC=1C=CN=C2C=CC(=NC12)N1C(N(C2=NC=CC(=C21)OCC(=C)C)COCC[Si](C)(C)C)=O